CC=1NC=2N(C(C1C=1C=CC(=C(C#N)C1)[N+](=O)[O-])=O)N=C(C2C2=CC=CC=C2)C2=CC=CC=C2 5-(5-methyl-7-oxo-2,3-diphenyl-4,7-dihydropyrazolo[1,5-a]pyrimidin-6-yl)-2-nitrobenzonitrile